C(C=C)(=O)OCCSC=1SC(=NN1)SCC 2-acryloxyethylthio-5-ethylthio-1,3,4-thiadiazole